C(C)(C)(C)OC(=O)N1[C@@H](CCC1)[C@@]1(OC2=C(C1)C(=C(C(=C2)F)Cl)C2=C(C(=NC=C2C(=O)OC)OCCO)F)C2=CC=CC=C2 methyl 4-((2S,4S)-2-((S)-1-(tert-butoxycarbonyl)pyrrolidin-2-yl)-5-chloro-6-fluoro-2-phenyl-2,3-dihydrobenzofuran-4-yl)-5-fluoro-6-(2-hydroxyethoxy)nicotinate